1-butyl-4-(4-ethynylphenyl)benzene C(CCC)C1=CC=C(C=C1)C1=CC=C(C=C1)C#C